trans-1-[[4-[(3S)-3-pyrazin-2-ylisoxazolidine-2-carbonyl]cyclohexyl]methyl]indazole-6-carboxamide N1=C(C=NC=C1)[C@H]1N(OCC1)C(=O)[C@@H]1CC[C@H](CC1)CN1N=CC2=CC=C(C=C12)C(=O)N